Cl.Cl.N1CC(CCC1)N1CCOCC1 4-(piperidin-3-yl)morpholine dihydrochloride